1-(4-(1-bromoethyl)phenyl)-1H-1,2,4-triazole hydrobromide Br.BrC(C)C1=CC=C(C=C1)N1N=CN=C1